Cl.C12CN(CC(CC1)N2)C2=C1C(=NC=C2)NC(=C1)C=1C=NN(C1F)C 4-(3,8-diazabicyclo[3.2.1]oct-3-yl)-2-(5-fluoro-1-methyl-1H-pyrazol-4-yl)-1H-pyrrolo[2,3-b]pyridine hydrochloride